(R)-2,3-dimethyl-4-(3-propynylaminopyrrolidin-1-yl)-1H-indole-7-carboxamide CC=1NC2=C(C=CC(=C2C1C)N1C[C@@H](CC1)NC#CC)C(=O)N